3-hydroxy-3-(5H-imidazo[5,1-a]isoindol-5-yl)-2,2-dimethylpropionitrile OC(C(C#N)(C)C)C1N2C(C3=CC=CC=C13)=CN=C2